OC1=C(C(=O)O)C(=CC=C1[N+](=O)[O-])O 2,6-dihydroxy-3-nitrobenzoic acid